carbamic acid tert-butyl-ammonium salt C(C)(C)(C)[NH3+].C(N)([O-])=O